1H-imidazo[4,5-b]pyridine-2-carboxamide N1C(=NC2=NC=CC=C21)C(=O)N